ClC=1C=C(C(=NC1)OC(F)F)C1=NN=C(N1C)C1=C(C=CC=C1)F 5-chloro-2-(difluoromethoxy)-3-(5-(2-fluorophenyl)-4-methyl-4H-1,2,4-triazol-3-yl)pyridine